FC1(CCC(CC1)C(NC(=O)C1=NON=C1C)C=1OC2=C(N1)C=C(C=C2)C(COC)N2C(NC(C2)C(F)(F)F)=O)F N-((4,4-Difluorocyclohexyl)(5-(2-methoxy-1-(2-oxo-4-(trifluoromethyl)imidazolidin-1-yl)ethyl)benzo[d]oxazol-2-yl)methyl)-4-methyl-1,2,5-oxadiazole-3-carboxamide